C1(=CC=CC=C1)C=1C=C2C3=CC=CC4=CC=CC(C2=CC1)=C43 8-phenylfluoranthene